3-(3-(sec-butyl)-2-oxo-1,2,3,5-tetrahydro-4H-benzo[1,4]diazepin-4-yl)-N-methylpropanamide C(C)(CC)C1C(NC2=C(CN1CCC(=O)NC)C=CC=C2)=O